OC(CCCCC(=O)OCCC(CCCCCCC)CCCCC)CN(CCCCCCC(OCCC(CCCCCCC)CCCCC)=O)CCCO 3-pentyldecyl 6-hydroxy-7-((3-hydroxy-propyl)(7-oxo-7-((3-pentyldecyl)oxy)heptyl)amino)heptanoate